C(#N)C1=C(C2=CC=CC(=C2C=C1)C1CC1)C1=C(C(=O)N)C=CC(=C1)F (2-cyano-5-cyclopropylnaphthalen-1-yl)-4-fluorobenzamide